6-aminocaproic acid (dec-3-yn-1-yl 6-aminohexanoate) C(CC#CCCCCCC)C(C(=O)O)CCCCN.NCCCCCC(=O)O